C(C)(C)S(=O)(=O)C(C)C isopropyl isopropyl sulfone